COC=1C=C(C=CC1OC)[C@H](C)NC(=O)C=1C(N(C2=C(N=C(C=C2C1N1CCN[C@H](CC1)C)C)C1CC1)C)=O N-[(S)-1-(3,4-dimethoxyphenyl)ethyl]-4-[(S)-5-methyl-1,4-diazepan-1-yl]-8-cyclopropyl-1-methyl-6-methyl-2-oxo-1,2-dihydro-1,7-diaza-3-naphthamide